[B].C1(=CC=CC=C1)OC1=CC=CC=C1 diphenyl ether boron